ClC1=C(C=C(OC2=CC(=C(C=C2C)N=CN(C)CC)C)C=C1)C(F)(F)F N'-(4-(4-chloro-3-trifluoromethylphenoxy)-2,5-dimethylphenyl)-N-ethyl-N-methylformamidine